1-fluoro-1-methylethyltri-n-propoxysilane FC(C)(C)[Si](OCCC)(OCCC)OCCC